(9H-fluoren-9-yl)methyl (R)-(2-(((3-amino-3-phenylpropoxy)methyl)amino)-2-oxoethyl)carbamate N[C@H](CCOCNC(CNC(OCC1C2=CC=CC=C2C=2C=CC=CC12)=O)=O)C1=CC=CC=C1